C(C=C)B1OB(OB(O1)CC=C)CC=C 2,4,6-triallyl-boroxine